3-(p-tolyl)-1-(3-(trifluoromethyl)-1H-pyrazol-5-yl)isoquinoline C1(=CC=C(C=C1)C=1N=C(C2=CC=CC=C2C1)C1=CC(=NN1)C(F)(F)F)C